C1(=CC=CC2=CC=CC=C12)C1=C(C=CC(=C1)C1=CC=CC=C1)Br 2-(1-naphthyl)-4-phenylbromobenzene